tert-Butyl 5-((5-cyano-2-(trifluoromethyl)phenoxy)methyl)-1H-indazole-1-carboxylate C(#N)C=1C=CC(=C(OCC=2C=C3C=NN(C3=CC2)C(=O)OC(C)(C)C)C1)C(F)(F)F